5-chloro-2-(methylsulfonyl)pyridine ClC=1C=CC(=NC1)S(=O)(=O)C